zinc (2-ethyl caproate) zinc (II) zinc (2-ethyl-caproate) Bismuth [Bi].C(C)C(C(=O)[O-])CCCC.[Zn].[Zn+2].C(C)C(C(=O)[O-])CCCC.[Zn]